CCCC\C=C/CCCCCC (Z)-5-Dodecen